tert-Butyl (1-(2-methyl-4-(2-oxo-4-(4-(2,2,2-trifluoroacetyl)piperazine-1-carboxamido)pyrimidin-1(2H)-yl)benzyl)piperidin-4-yl)carbamate CC1=C(CN2CCC(CC2)NC(OC(C)(C)C)=O)C=CC(=C1)N1C(N=C(C=C1)NC(=O)N1CCN(CC1)C(C(F)(F)F)=O)=O